C[Si](CCOCN1C=NC=C1C=O)(C)C 1-((2-(trimethylsilyl)ethoxy)methyl)-1H-imidazole-5-carbaldehyde